C(C1=CC=CC=C1)OC=1C(=NC(=CC1)Cl)Cl (benzyloxy)-2,6-dichloropyridine